CC1=NN(C=C1C=O)C1=NC=CC=N1 (3-methyl-1-(pyrimidin-2-yl)-1H-pyrazol-4-yl)methanone